1-((2-(3-aminopyrrolidin-1-yl)pyrimidin-5-yl)meth-yl)-3-(4-(2-(4-methoxy-phenyl)propan-2-yl)thiazol-2-yl)urea NC1CN(CC1)C1=NC=C(C=N1)CNC(=O)NC=1SC=C(N1)C(C)(C)C1=CC=C(C=C1)OC